2-Chloro-5-(2-imino-3-methyl-1-(pyrimidin-5-yl)-2,3-dihydro-1H-imidazo[4,5-c]quinolin-8-yl)benzonitrile ClC1=C(C#N)C=C(C=C1)C1=CC=2C3=C(C=NC2C=C1)N(C(N3C=3C=NC=NC3)=N)C